tert-Butyl 4-(((3-(difluoromethyl)-1-methyl-1H-pyrazol-4-yl)thio)methyl)piperidine-1-carboxylate FC(C1=NN(C=C1SCC1CCN(CC1)C(=O)OC(C)(C)C)C)F